4-(sec-butoxy)-2-chloro-5-((1-isopropyl-1H-pyrazol-4-yl)ethynyl)pyridine C(C)(CC)OC1=CC(=NC=C1C#CC=1C=NN(C1)C(C)C)Cl